(S)-(5-cyclopropyl-1,3,4-thiadiazol-2-yl)(4-(4-methylpyrazolo[1,5-a]pyridin-2-yl)-1,4,6,7-tetrahydro-5H-imidazo[4,5-c]pyridin-5-yl)methanone C1(CC1)C1=NN=C(S1)C(=O)N1[C@@H](C2=C(CC1)NC=N2)C2=NN1C(C(=CC=C1)C)=C2